C(CCCC)C(C(=O)N)C(CC(C)(C)C)C pentyl-3,5,5-trimethylhexanamide